(S)-ethyl 4-((1-cyclopropyl-2,2-difluoro-3-hydroxypropyl)amino)-1-methyl-6-nitro-2-oxo-1,2-dihydroquinoline-3-carboxylate C1(CC1)[C@@H](C(CO)(F)F)NC1=C(C(N(C2=CC=C(C=C12)[N+](=O)[O-])C)=O)C(=O)OCC